C(C)(=O)N1CCC2(CC1)CCC1=CC(=CC=C12)C1=CC=C2C=CN=C(C2=C1)N acetyl-5-(1-aminoisoquinolin-7-yl)-2,3-dihydrospiro[indene-1,4'-piperidine]